C1(=CC=CC=C1)C=1OC(CN1)=O (E)-2-phenyl-4,5-dihydro-1,3-oxazol-5-one